Cinnamonitril C(C=CC1=CC=CC=C1)#N